Nε-acetyl-lysine tert-Butyl-N-[3-methyl-5-[[2-[(2R)-2-[3-(methylamino)phenyl]-1-piperidyl]-2-oxo-acetyl]amino]-2-pyridyl]carbamate C(C)(C)(C)N(C(O)=O)C1=NC=C(C=C1C)NC(C(=O)N1[C@H](CCCC1)C1=CC(=CC=C1)NC)=O.C(C)(=O)NCCCC[C@H](N)C(=O)O